ClC=1C=C(C=CC1F)NC(N([C@H](C)C1=CNC(C2=CC(=CC=C12)F)=O)CCS(=O)(=O)N)=O |r| Racemic-2-(3-(3-chloro-4-fluorophenyl)-1-(1-(7-fluoro-1-oxo-1,2-dihydroisoquinolin-4-yl)ethyl)ureido)ethane-1-sulfonamide